sodium tetradecanol C(CCCCCCCCCCCCC)O.[Na]